OOP(=O)(O)COCCCC1=NC(=C2NC=NC2=N1)N (S)-hydroxyphosphonomethoxypropyl-adenine